trans-3-hydroxy-N-(4-(2-methoxyethoxy)-2-(thiazol-5-yl)quinolin-6-yl)cyclobutane-1-carboxamide O[C@@H]1C[C@H](C1)C(=O)NC=1C=C2C(=CC(=NC2=CC1)C1=CN=CS1)OCCOC